BrC=1C(=NN2C1C=C(C=C2)C2=CC(=CC=C2)C(F)(F)F)C(C)C 3-bromo-2-(propan-2-yl)-5-[3-(trifluoromethyl)phenyl]pyrazolo[1,5-a]pyridine